BrC1=CC=C(C(=C1C=O)Cl)Cl 6-bromo-2,3-dichloro-benzaldehyde